CN1N=CC=C1C=1N=C(C2=C(N1)C=NC=C2)N[C@H](C)C2=CC=CC=C2 2-(1-methyl-1H-pyrazol-5-yl)-N-[(1R)-1-phenylethyl]Pyrido[3,4-d]Pyrimidin-4-amine